C1=C(C=CC2=CC=CC=C12)C(=O)N1CC2=C(CC1)SC(=C2)C(=O)NCC(CN2CC1=CC=CC=C1CC2)O 5-(2-naphthoyl)-N-(3-(3,4-dihydroisoquinolin-2(1H)-yl)-2-hydroxypropyl)-4,5,6,7-tetrahydrothieno[3,2-c]pyridine-2-carboxamide